C(C)(C)(C)OC(=O)N[C@H](CCO)C=1C=C(C(=O)OCC)C=CC1 ethyl 3-[(1R)-1-[[(tert-butoxy)carbonyl]amino]-3-hydroxypropyl]benzoate